decalin-2,5-dicarboxylic acid diphenyl ester C1(=CC=CC=C1)OC(=O)C1CC2CCCC(C2CC1)C(=O)OC1=CC=CC=C1